C(C=C)O[C@@H](CC(=O)OC)CO methyl (S)-3-(allyloxy)-4-hydroxybutyrate